(1S)-1-[3-(trifluoromethoxy)phenyl]ethanamine hydrochloride Cl.FC(OC=1C=C(C=CC1)[C@H](C)N)(F)F